3-hydroxy-2,2-dimethyl-propionitrile OCC(C#N)(C)C